2-hydroxy-1-(3-((7-hydroxy-4-(2-methylpyridin-4-yl)-3-(tetrahydro-2H-pyran-4-yl)isoquinolin-1-yl)oxy)azetidin-1-yl)ethan-1-one OCC(=O)N1CC(C1)OC1=NC(=C(C2=CC=C(C=C12)O)C1=CC(=NC=C1)C)C1CCOCC1